Cl.F[P-](F)(F)(F)(F)F.N1(N=NC2=C1C=CC=C2)O[P+](N2CCCC2)(N2CCCC2)N2CCCC2 benzotriazol-1-yloxytripyrrolidinophosphonium hexafluorophosphate HCl